NC1=NC=CC2=C(C=CC=C12)C1=CC=C2CC[C@H](C2=C1)OC1=C(C=CC(=C1)F)CC(=O)OCC (R)-ethyl 2-(2-((6-(1-aminoisoquinolin-5-yl)-2,3-dihydro-1H-inden-1-yl)oxy)-4-fluorophenyl)acetate